2-[5-[2-(2-methoxyethoxy)ethoxy]-3-pyridinyl]ethynyl-trimethylsilane COCCOCCOC=1C=C(C=NC1)C#C[Si](C)(C)C